ClC1=CC=C(C=C1)C=1C=C(C(N(N1)C=1C=NC=C(C1)F)=O)C(=O)N[C@H](CO)COC 6-(4-chlorophenyl)-2-(5-fluoropyridin-3-yl)-N-[(2R)-1-hydroxy-3-methoxypropan-2-yl]-3-oxo-2,3-dihydropyridazine-4-carboxamide